COC1=CC=C(C=C1)N(C(C=C)=O)C(C)(C)CC N-(4-methoxyphenyl)-N-(t-amyl)acrylamide